FC1=CC=C2C(=CNC2=C1)S(=O)(=O)NC1=C(C=C(C(=C1)F)F)F 6-fluoro-N-(2,4,5-trifluorophenyl)-1H-indole-3-sulfonamide